(R)-1-cyclopropyl-3-(5-(2-(2,5-difluorophenyl)pyrrolidin-1-yl)-2-fluoropyrazolo[1,5-a]pyrimidin-3-yl)thiourea C1(CC1)NC(=S)NC=1C(=NN2C1N=C(C=C2)N2[C@H](CCC2)C2=C(C=CC(=C2)F)F)F